ClC=1C=C(C=CC1)C(C)N1CCC(CC1)C(=O)N [1-(3-chlorophenyl)ethyl]piperidine-4-carboxamide